N-[1-(cyclobutylmethyl)-1H-pyrazol-4-yl]-6-(2,4-difluorophenyl)pyridine-2-carboxamide C1(CCC1)CN1N=CC(=C1)NC(=O)C1=NC(=CC=C1)C1=C(C=C(C=C1)F)F